C(C)(=O)OCC[C@@H]1CN(CCC1)C=1C(=NC(=CC1)C=1N=NN(C1CO)C)CC (R)-2-(1-(2-ethyl-6-(5-(Hydroxymethyl)-1-methyl-1H-1,2,3-triazol-4-yl)pyridin-3-yl)piperidin-3-yl)ethyl acetate